5-[4-Amino-5-(trifluoromethyl)pyrrolo[2,1-f][1,2,4]triazin-7-yl]-N-{[(1S,2S)-2-[3,5-bis(trifluoromethyl)phenyl]cyclopropyl]methyl}-2-methoxypyridin-3-carboxamid NC1=NC=NN2C1=C(C=C2C=2C=C(C(=NC2)OC)C(=O)NC[C@@H]2[C@H](C2)C2=CC(=CC(=C2)C(F)(F)F)C(F)(F)F)C(F)(F)F